tert-butyl 1-[5-bromo-1-(oxan-2-yl)pyrazole-3-carbonyl]piperidine-4-carboxylate BrC1=CC(=NN1C1OCCCC1)C(=O)N1CCC(CC1)C(=O)OC(C)(C)C